3-(difluoromethyl)-9-methyl-8-oxo-3,4,7-triazatricyclo[12.3.1.02,6]Octadeca-1(18),2(6),4,14,16-pentaene-17-carbonitrile FC(N1C=2C=3C(=CC=C(CCCCC(C(NC2C=N1)=O)C)C3)C#N)F